7-(8-ethylnaphthalen-1-yl)-2-((tetrahydro-1H-pyrrolizin-7a(5H)-yl)methoxy)-5,6,7,8-tetrahydropyrido[3,4-d]pyrimidin-4-yl 4-methylbenzenesulfonate CC1=CC=C(C=C1)S(=O)(=O)OC=1C2=C(N=C(N1)OCC13CCCN3CCC1)CN(CC2)C2=CC=CC1=CC=CC(=C21)CC